2-(2,6-dimethyl-4-((3-methyl-5-oxo-1-(4-(trifluoromethoxy)phenyl)-1,5-dihydro-4H-1,2,4-triazol-4-yl)methyl)phenoxy)-2-methylpropanoic acid ethyl ester C(C)OC(C(C)(C)OC1=C(C=C(C=C1C)CN1C(=NN(C1=O)C1=CC=C(C=C1)OC(F)(F)F)C)C)=O